BrC1=C(OCCO[Si](C)(C)C(C)(C)C)C=C(C=C1)C(C)(C)C 2-(2-bromo-5-tert-butyl-phenoxy)ethoxy-tert-butyl-dimethyl-silane